2-(5-(5-((3R,5R)-3-amino-5-fluoropiperidine-1-carbonyl)-7-methoxy-1-methyl-1H-benzo[d]imidazol-2-yl)-2,3-dihydro-1H-pyrrolo[1,2,3-de]quinoxalin-1-yl)-2-oxoethyl acetate C(C)(=O)OCC(=O)N1CCN2C=3C(=CC=CC13)C=C2C2=NC1=C(N2C)C(=CC(=C1)C(=O)N1C[C@@H](C[C@H](C1)F)N)OC